ClC1=CC(=C(C=C1)NC(C)C=1C=C(C=C2C(C(=C(OC12)C(C)C)C)=O)C)C=1C=CC2=C(C=NOB2O)C1 8-(1-((4-chloro-2-(1-hydroxy-1H-benzo[d][1,2,6]oxazaborinin-6-yl)phenyl)amino)ethyl)-2-isopropyl-3,6-dimethyl-4H-chromen-4-one